(S)-N-(1-(cyclopropylmethyl)-3-(6-(1-hydroxybutyl)-4-methylpyridin-3-yl)-2-oxo-1,2-dihydro-1,6-naphthyridin-7-yl)cyclopropanecarboxamide C1(CC1)CN1C(C(=CC2=CN=C(C=C12)NC(=O)C1CC1)C=1C=NC(=CC1C)[C@H](CCC)O)=O